3-Butyl-8-hydroxy-7-methoxy-2-(4-methoxybenzyl)-3-methyl-5-phenyl-2,3,4,5-tetrahydro-1,2,5-benzothiadiazepine 1,1-dioxide C(CCC)C1(N(S(C2=C(N(C1)C1=CC=CC=C1)C=C(C(=C2)O)OC)(=O)=O)CC2=CC=C(C=C2)OC)C